FC1(C(CNC1)NC(C1=CC=C(C=C1)C(F)(F)F)=O)F N-(4,4-difluoropyrrolidin-3-yl)-4-(trifluoromethyl)benzamide